((2R,3S,4R,5S)-5-(4-aminopyrrolo[2,1-f][1,2,4]triazin-7-yl)-2-cyano-3,4-dihydroxytetrahydrofuran-2-yl)methylpentane NC1=NC=NN2C1=CC=C2[C@H]2[C@@H]([C@@H]([C@](O2)(C#N)CCCCCC)O)O